1-(4-(4-amino-7-cyclopropyl-7H-pyrrolo[2,3-d]pyrimidin-5-yl)-2-fluorophenyl)-3-(3-methoxy-4-((4-methylpiperazin-1-yl)methyl)phenyl)urea NC=1C2=C(N=CN1)N(C=C2C2=CC(=C(C=C2)NC(=O)NC2=CC(=C(C=C2)CN2CCN(CC2)C)OC)F)C2CC2